O1CCN(CC1)CCOC1=C2C(C=C(C(C2=CC=C1)=O)NC1=CC(=C(C=C1)OC)OC)=O 5-(2-morpholinoethoxy)-2-(3,4-dimethoxyphenylamino)naphthalene-1,4-dione